COC(CNCCC[C@H](C(C)C)N1CC2(C1)CN(CC2)C=2N=CN=NC2OC2=C(C(=O)N(C(C)C)CC)C=C(C=C2)F)COC 2-((5-(2-((3R)-6-((2,3-dimethoxypropyl)amino)-2-methylhexan-3-yl)-2,6-diazaspiro[3.4]oct-6-yl)-1,2,4-triazin-6-yl)oxy)-N-ethyl-5-fluoro-N-isopropylbenzamide